Methylacrylamide CC(=C)C(=O)N